(2-(3-bromo-2-methylphenyl)-7-iodo-1H-benzo[d]imidazol-5-yl)methanol BrC=1C(=C(C=CC1)C1=NC2=C(N1)C(=CC(=C2)CO)I)C